CC=1C(=NOC1N)C dimethyl-1,2-oxazol-5-amine